FC=1C=C(C=CC1OC(F)(F)F)[C@H](C(=O)N1CCN(CC1)C=1C2=C(N=CN1)[C@@H](C[C@H]2C)O)CN2CCOCC2 (S)-2-(3-fluoro-4-(trifluoromethoxy)phenyl)-1-(4-((5R,7R)-7-hydroxy-5-methyl-6,7-dihydro-5H-cyclopenta[d]pyrimidin-4-yl)piperazin-1-yl)-3-morpholinopropan-1-one